(R)-3-(7-Amino-1-methyl-1H-indazol-3-yl)-3-methylpiperidine-2,6-dione NC=1C=CC=C2C(=NN(C12)C)[C@@]1(C(NC(CC1)=O)=O)C